methyl (2S,4R)-4-fluoro-1-(2-methoxyethyl)pyrrolidine-2-carboxylate F[C@@H]1C[C@H](N(C1)CCOC)C(=O)OC